N1(C=NC=C1)C1=CC=C2CCN(CC2=C1)C(=O)OC(C)(C)C tert-Butyl 7-(1H-imidazol-1-yl)-3,4-dihydroisoquinoline-2(1H)-carboxylate